C1(=CC=CC=C1)C1=C(OC(=C1C1=CC=CC=C1)C(=O)O)C(=O)O 3,4-diphenylfuran-2,5-dicarboxylic acid